((2,4-dimethoxybenzyl)amino)-7,7,8-trimethyl-7,8-dihydro-5H-pyrano[4,3-b]pyridin-5-one COC1=C(CNC2=CC=C3C(=N2)C(C(OC3=O)(C)C)C)C=CC(=C1)OC